3-(4-((4-aminobutyl)amino)-1-oxoisoindolin-2-yl)piperidine-2,6-dione NCCCCNC1=C2CN(C(C2=CC=C1)=O)C1C(NC(CC1)=O)=O